C1(=CC=CC=C1)S1N=C(C(=C1C1=CC=CC=C1)C1=CC=CC=C1)C1=CC=CC=C1 2,3,4,5-tetraphenylthiapyrrole